stearyl vinyl ether C(=C)OCCCCCCCCCCCCCCCCCC